C1(CC1)C1=C2N=C(C(NC2=CC(=C1)CO)=O)C 5-cyclopropyl-7-(hydroxymethyl)-3-methylquinoxalin-2(1H)-one